3,5-dimethylpyridine-2-formaldehyde CC=1C(=NC=C(C1)C)C=O